FC1=C(C(=O)N[C@H](C(=O)OC)CC2=CC=C(C3=CC=CC=C23)C=2C(N(C(=CC2OC)C)C)=O)C(=CC(=C1)N1[C@H](COCC1)C(F)(F)F)F methyl (S)-2-(2,6-difluoro-4-((R)-3-(trifluoromethyl)morpholino) benzamido)-3-(4-(4-methoxy-1,6-dimethyl-2-oxo-1,2-dihydropyridin-3-yl)naphthalen-1-yl)propanoate